(2R,4S)-4-fluoro-2-[5-fluoro-2-(methylsulfanyl)phenyl]pyrrolidin F[C@H]1C[C@@H](NC1)C1=C(C=CC(=C1)F)SC